4-((4-chloro-5-methylthiophene-2-carboxamido)methyl)-3,5-dimethylbenzylcarbamic acid tert-butyl ester C(C)(C)(C)OC(NCC1=CC(=C(C(=C1)C)CNC(=O)C=1SC(=C(C1)Cl)C)C)=O